COC(=O)C1CCC2CCCC12 octahydropentalene-1-carboxylic acid methyl ester